2-formylphenyl-4-nitrobenzoate C(=O)C1=C(C=CC=C1)OC(C1=CC=C(C=C1)[N+](=O)[O-])=O